C(C)(C)(C)OC(=O)N[C@H](C(=O)OCCl)C(C)C chloromethyl (S)-2-tert-butoxycarbonylamino-3-methylbutanoate